CN(C)CC1=CNC2=CC(=CC=C12)C=O 3-((dimethylamino)methyl)-1H-indole-6-carbaldehyde